C[C@H]1/C=C/C(NCCS(C[C@@H](C(N1)=O)N1CC=NC=C1)=O)=O N-((8S,11R,E)-8-Methyl-1-oxido-5,10-dioxo-1-thia-4,9-diazacyclododec-6-en-11-yl)pyrazine